ClC1=CC=C(C=C1)C=1C=C(C(N(N1)C=1C=NC=CC1)=O)C(=O)N[C@@H](CF)CO 6-(4-chlorophenyl)-N-[(2R)-1-fluoro-3-hydroxyprop-2-yl]-3-oxo-2-(pyridin-3-yl)-2,3-dihydropyridazine-4-carboxamide